FC1(CC1)C=1C=C(C(=O)NC2=CC(=C(C=C2)C)C=2C=NC3=CC(=NC=C3C2)N(C)CC2=CC=C(C=C2)OC)C=CN1 2-(1-fluorocyclopropyl)-N-(3-(7-((4-methoxybenzyl)(methyl)amino)-1,6-naphthyridin-3-yl)-4-methylphenyl)isonicotinamide